O[C@]1(CC[C@@H](OC1)CNC1=C(C=C(C=C1)S(=O)(=O)N)[N+](=O)[O-])C 4-((((2R,5S)-5-hydroxy-5-methyltetrahydro-2H-pyran-2-yl)methyl)amino)-3-nitrobenzenesulfonamide